3-(3-isopropyl-2-(8-methoxy-[1,2,4]triazolo[1,5-a]pyridin-6-yl)-1H-indol-5-yl)-N-methyl-N-(2-(methylsulfonyl)ethyl)cyclobutan-1-amine C(C)(C)C1=C(NC2=CC=C(C=C12)C1CC(C1)N(CCS(=O)(=O)C)C)C=1C=C(C=2N(C1)N=CN2)OC